C(C)(C)(C)OC(=O)N1CCN(CC1)C1=C(C=C(C(=C1)CC(C)C)NC(=O)OC(C)(C)C)C#N.Cl.Cl.NC=1C(=CC(=C(C#N)C1)N1CCNCC1)CC(C)C 5-Amino-4-isobutyl-2-(piperazin-1-yl)benzonitrile dihydrochloride tert-Butyl-4-(4-((tert-butoxycarbonyl)amino)-2-cyano-5-isobutylphenyl)piperazine-1-carboxylate